OC1=CC2=C(C(/C(/O2)=C/C2=NC3=C(C=CC=C3C=C2)OC)=O)C=C1 (2Z)-6-hydroxy-2-[(8-methoxyquinolin-2-yl)methylene]-1-benzofuran-3(2H)-one